C1(=CC=C(C=C1)C1=CC=CC2=C1S(C1=C2C=CC=C1)C1=CC=2C3=CC=CC=C3C3=CC=CC=C3C2C=C1)C1=CC=CC=C1 4-(1,1'-biphenyl-4-yl)-5-(triphenylene-2-yl)-dibenzothiophene